CC1=C(N=C2N1C=C(C=C2)OCC2=NC=CC=C2OCC(F)(F)F)C(=O)NC2(CCS(CC2)(=O)=O)C 3-methyl-N-(4-methyl-1,1-dioxo-thian-4-yl)-6-[[3-(2,2,2-trifluoroethoxy)-2-pyridyl]methoxy]imidazo[1,2-a]pyridine-2-carboxamide